4-(dimethoxymethyl)-1-(4-(cis-7-((tetrahydro-2H-pyran-2-yl)oxy)-3-(2,2,2-trifluoroethyl)chroman-4-yl)phenyl)piperidine COC(C1CCN(CC1)C1=CC=C(C=C1)[C@@H]1[C@@H](COC2=CC(=CC=C12)OC1OCCCC1)CC(F)(F)F)OC